[Ca+2].[OH-].[Li+].[OH-].[OH-] lithium hydroxide calcium